OC[C@H]1C(NC2=CC=CC=C2N1)=O (S)-3-(hydroxymethyl)-3,4-dihydroquinoxalin-2(1H)-one